N1(CCCCCC1)C=1N=NC(=C(C1C(=O)NC1=CC(=CC=C1)[S@](=O)(=N)C)C)C(F)(F)F (S)-3-(azepan-1-yl)-5-methyl-N-(3-(S-methylsulfonimidoyl)phenyl)-6-(trifluoromethyl)pyridazine-4-carboxamide